BrC1=C(C=CC=2N=C(SC21)Cl)OC 7-bromo-2-chloro-6-methoxy-1,3-benzothiazole